N-(5-(thiophen-2-yl)-1,3,4-thiadiazol-2-yl)-1-ethyl-4-hydroxy-2-quinolone-3-carboxamide S1C(=CC=C1)C1=NN=C(S1)NC(=O)C=1C(N(C2=CC=CC=C2C1O)CC)=O